FC=1C=C(C=C2CCN(CC12)[C@@H]1CCOC2(CCC2)C1)C(=O)NO (R)-8-fluoro-N-hydroxy-2-(5-oxaspiro[3.5]nonan-8-yl)-1,2,3,4-tetrahydroisoquinoline-6-carboxamide